C1(CC1)CN(C1=C(C(=NC=N1)NC[C@@H]1[C@H](CN(CC1)CC(=O)N)O)F)CC1=C(C=CC=C1)C(F)(F)F ((3R,4R)-4-(((6-((cyclopropylmethyl)(2-(trifluoromethyl)benzyl)amino)-5-fluoropyrimidin-4-yl)amino)methyl)-3-hydroxypiperidin-1-yl)acetamide